3-methoxy-4-[3-[4-[(1-tetrahydropyran-4-yl-4-piperidyl)amino]-1-(2,2,2-trifluoroethyl)indol-2-yl]prop-2-ynylamino]benzamide COC=1C=C(C(=O)N)C=CC1NCC#CC=1N(C2=CC=CC(=C2C1)NC1CCN(CC1)C1CCOCC1)CC(F)(F)F